OC1(CCCCC1)OOC1(CCCCC1)O 1-hydroxycyclohexyl peroxide